COC1=CC=C(C=C1)C(OC[C@@]12CO[C@@H]([C@@H](O1)N1C=3N=C(NC(C3N=C1)=O)N=CN(C)C)[C@@H]2O)(C2=CC=CC=C2)C2=CC=C(C=C2)OC N'-[9-[(1R,4R,6R,7S)-4-[[bis(4-methoxyphenyl)-phenyl-methoxy]methyl]-7-hydroxy-2,5-dioxabicyclo[2.2.1]heptan-6-yl]-6-oxo-1H-purin-2-yl]-N,N-dimethyl-formamidine